CC=1C(=NNC1NC(CCC1=CC=CC=C1)=O)C1=CC=NC=C1 N-(4-methyl-3-(pyridin-4-yl)-1H-pyrazol-5-yl)-3-phenylpropanamide